C(#N)N1[C@H]2[C@@H](C[C@@H]1CC2)NC(C2=CC(=C(C=C2)N2N=CC(=C2)C)F)=O N-((1R,2R,4S)-7-cyano-7-azabicyclo[2.2.1]heptan-2-yl)-3-fluoro-4-(4-methyl-1H-pyrazol-1-yl)benzamide